NC1CC(C1)C(=O)N1CCN(CC1)C1=C(C(=O)N)C=C(C=N1)C(F)(F)F 2-(4-((1R,3R)-3-aminocyclobutane-1-carbonyl)piperazin-1-yl)-5-(trifluoromethyl)nicotinamide